N-(2-((6-(2,6-dichloro-3,5-dimethoxyphenyl)-8-((2-(ethylsulfonyl)ethyl)amino)pyrido[3,4-d]pyrimidin-2-yl)amino)-3-methylphenyl)acrylamide ClC1=C(C(=C(C=C1OC)OC)Cl)C1=CC2=C(N=C(N=C2)NC2=C(C=CC=C2C)NC(C=C)=O)C(=N1)NCCS(=O)(=O)CC